ClC1=NC(=NC(=N1)C1=CC=CC=C1)C1=CC=C(C=2C3=CC=CC=C3NC12)C1=C(C(=C(C(=C1[2H])[2H])[2H])[2H])[2H] (4-chloro-6-phenyl-1,3,5-triazin-2-yl)-4-(phenyl-d5)-9H-carbazole